1-(6-((tert-butoxycarbonyl)amino)pyridin-2-yl)-5-(trifluoromethyl)-1H-pyrazole-4-carboxylic acid C(C)(C)(C)OC(=O)NC1=CC=CC(=N1)N1N=CC(=C1C(F)(F)F)C(=O)O